(E)-4-((E)-benzylidene)-2-methyldec-2-enoic acid C(/C1=CC=CC=C1)=C(\C=C(\C(=O)O)/C)/CCCCCC